Cl.Cl.Cl.B(O)(O)O boric acid, trishydrochloride